3-(3-chloro-5-(trifluoromethyl)pyridin-2-yl)-2-oxo-2,3-dihydrobenzothiazol-6-thiol ClC=1C(=NC=C(C1)C(F)(F)F)N1C(SC2=C1C=CC(=C2)S)=O